C(CCC)[Sn](CCCC)(CCCC)C#CC(F)(F)F tributylstannyl-3,3,3-trifluoro-1-propyne